acetic acid (6S,9S)-14-(3-chlorophenyl)-9-(3,4-dichlorobenzyl)-14-methyl-4,8,11-trioxo-6-(((S)-2-oxopyrrolidin-3-yl) methyl)-13-phenyl-12-oxa-3,7,10-triazapentadec-5-yl ester ClC=1C=C(C=CC1)C(C(OC(N[C@H](C(N[C@H](C(C(NCC)=O)OC(C)=O)C[C@H]1C(NCC1)=O)=O)CC1=CC(=C(C=C1)Cl)Cl)=O)C1=CC=CC=C1)(C)C